N1C(=NC2=C1C=CC=C2)CC2CCCC(N2)CC=2SC=1N=CN=C(C1N2)NCC2=NC=CC=C2F 2-({6-[(1H-1,3-benzodiazol-2-yl)methyl]piperidin-2-yl}methyl)-N-[(3-fluoropyridin-2-yl)methyl]-[1,3]thiazolo[5,4-d]pyrimidin-7-amine